4,6-bis(2-ethylhexyl-oxy)isophthalic acid C(C)C(COC1=C(C=C(C(=O)O)C(=C1)OCC(CCCC)CC)C(=O)O)CCCC